ClC1=CC=CC(=N1)C(=O)OC\C=C(\CCC=C(C)C)/C (E)-3,7-dimethylocta-2,6-dien-1-yl 6-chloropicolinate